ClC=1C(=NC(=NC1)NCC(C)O)C1=CC=C2CN(C(C2=C1)=O)CC(=O)N[C@H](C)C1=CC(=CC=C1)OC 2-(6-{5-chloro-2-[(2-hydroxypropyl)-amino]pyrimidin-4-yl}-1-oxo-2,3-dihydro-1H-isoindol-2-yl)-N-[(1R)-1-(3-methoxyphenyl)-ethyl]acetamide